4-chloro-2-(1-(piperidin-4-yl)-1H-pyrazol-4-yl)-1-p-toluenesulfonyl-1H-pyrrole ClC=1C=C(N(C1)S(=O)(=O)C1=CC=C(C)C=C1)C=1C=NN(C1)C1CCNCC1